bromobutane triphenylphosphine salt C1(=CC=CC=C1)P(C1=CC=CC=C1)C1=CC=CC=C1.BrCCCC